5-(6-ethoxy-1H-pyrrolo[2,3-b]pyridin-3-yl)-N-(1-methylpiperidin-4-yl)pyrazolo[1,5-a]pyridine-3-carboxamide C(C)OC1=CC=C2C(=N1)NC=C2C2=CC=1N(C=C2)N=CC1C(=O)NC1CCN(CC1)C